C(C)(=O)NC(C(C)N1C(C2=CC=CC=C2C1=O)=O)=O N-acetyl-2-(1,3-dioxoisoindolin-2-yl)propanamide